CC1(COB(O1)C1=CC=CC=2SC(=CC21)NC(OC(C)(C)C)=O)C tert-butyl (4-(5,5-dimethyl-1,3,2-dioxaborolane-2-yl)benzo[b]thiophene-2-yl)carbamate